O-2-Propynylhydroxylamine C(C#C)ON